ethyl (S)-5-bromo-4-(3-((tert-butoxycarbonyl)amino)-3-methylpyrrolidin-1-yl)-6-cyanonicotinate BrC=1C(=NC=C(C(=O)OCC)C1N1C[C@@](CC1)(C)NC(=O)OC(C)(C)C)C#N